chromium dichloride [Cl-].[Cl-].[Cr+2]